6-(tert-butoxycarbonyl)-8-fluoro-6-azaspiro[3.5]nonane-8-carboxylic acid C(C)(C)(C)OC(=O)N1CC2(CCC2)CC(C1)(C(=O)O)F